C(C)(C)(C)C1=CC2=C(C=C1)C(C1=CC=CC=C1C21C2=CC=CC=C2C=2C=CC=CC12)=O 2-tert-butyl-10H-spiro[anthracene-9,9'-fluorene]-10-one